C(C1=CC=CC=C1)O[C@@H]1[C@H](N(C[C@@H]([C@H]1OCC1=CC=CC=C1)OCC1=CC=CC=C1)CCC1=C(C=CC=C1)Cl)C (2R,3R,4R,5S)-3,4,5-tris(benzyloxy)-1-(2-chlorophenethyl)-2-methylpiperidine